(2R,3R)-2,3-difluoro-N-(2-(pyrrolidin-1-yl)-4-((4-(trifluoromethyl)benzyl)amino)phenyl)heptanamide F[C@H](C(=O)NC1=C(C=C(C=C1)NCC1=CC=C(C=C1)C(F)(F)F)N1CCCC1)[C@@H](CCCC)F